N-(5-(3-(9H-purin-6-yl)pyridin-2-ylamino)-6-methylpyridin-3-yl)-2-(trifluoromethyl)isonicotinamide N1=CN=C2NC=NC2=C1C=1C(=NC=CC1)NC=1C=C(C=NC1C)NC(C1=CC(=NC=C1)C(F)(F)F)=O